Selenium Iodine 3-(3,5-dichloroanilino)-2-methoxy-3-oxo-propanoic acid ClC=1C=C(NC(C(C(=O)O)OC)=O)C=C(C1)Cl.[I].[Se]